(5,6,7,8-tetrahydro-[1,2,4]triazolo[4,3-c]pyrimidin-3-yl)(4-(2-(trifluoromethyl)phenyl)piperidin-1-yl)methanone N=1N=C(N2CNCCC21)C(=O)N2CCC(CC2)C2=C(C=CC=C2)C(F)(F)F